2-isopropyl-5-methylcyclohexyl 3-(methacryloyloxy)benzoate (menthyl 3-(methacryloxy)benzoate) C1(CC(C(CC1)C(C)C)C1=C(C(=O)O)C=CC=C1OC(C(=C)C)=O)C.C(C(=C)C)(=O)OC=1C=C(C(=O)OC2C(CCC(C2)C)C(C)C)C=CC1